N-(3-(4'-((S)-3-Hydroxybutoxy)-4,5,5',6'-tetrahydro-2H-spiro[furan-3,8'-pyrano[3,4-b]pyridin]-2'-yl)-1H-pyrrolo[2,3-c]pyridin-5-yl)acetamide O[C@H](CCOC1=C2C(=NC(=C1)C1=CNC3=CN=C(C=C31)NC(C)=O)C3(OCC2)COCC3)C